2-(2-furyl-methyl)-5-methyl-furan O1C(=CC=C1)CC=1OC(=CC1)C